FC1=C(N=CC2=C1N=C(N=C2NCCC(=O)N)OCC21CCCN1CCC2)C2=CC=CC1=CC=CC(=C21)F 3-((8-fluoro-7-(8-fluoronaphthalen-1-yl)-2-((hexahydro-1H-pyrrolizine-7a-yl)methoxy)pyrido[4,3-d]pyrimidin-4-yl)amino)propanamide